ClC1=CC(=C(COC2=NC(=NC=C2F)C2=CCCCC2)C=C1)F 4-(4-((4-Chloro-2-Fluorobenzyl)Oxy)-5-Fluoropyrimidin-2-yl)Cyclohex-3-en